[Cl-].C(C(=C)C)(=O)OCC[N+](C)(C)C [2-(methacryloyloxy)-ethyl]trimethyl-ammonium chloride